N-(5-((4-(2-((6-chloropyridin-2-yl)oxy)ethoxy)-5-(morpholinomethyl)pyridin-2-yl)ethynyl)-8-(methylamino)-2,7-naphthyridin-3-yl)cyclopropanecarboxamide ClC1=CC=CC(=N1)OCCOC1=CC(=NC=C1CN1CCOCC1)C#CC1=C2C=C(N=CC2=C(N=C1)NC)NC(=O)C1CC1